5-[2-chloro-6-(dimethylamino)-3-pyridinyl]-N-[3-chloro-4-[4-(piperidine-4-carbonyl)piperazine-1-carbonyl]phenyl]-1-methyl-imidazole-2-carboxamide ClC1=NC(=CC=C1C1=CN=C(N1C)C(=O)NC1=CC(=C(C=C1)C(=O)N1CCN(CC1)C(=O)C1CCNCC1)Cl)N(C)C